P(OOCC(C(C=O)C)O)([O-])=O (2-hydroxy-3-methyl-4-oxobutoxy) phosphonate